C(C)C1(C(NC2=CC=C(C=C12)C=1CCN(CC1)C(=O)OC(C)(C)C)=O)C tert-butyl 4-(3-ethyl-3-methyl-2-oxoindolin-5-yl)-3,6-dihydropyridine-1(2H)-carboxylate